CN(C/C=C/C(=O)N(C)C1=C2CN(CC2=CC=C1)C(C1=C(C(=C(C=C1O)O)C)OCC)=O)C (E)-4-(dimethylamino)-N-(2-(2-ethoxy-4,6-dihydroxy-3-methylbenzoyl)isoindolin-4-yl)-N-methylbut-2-enamide